C(C=CC1=CC=CC=C1)(=O)NC1=CC=CC=C1 cinnamoyl-aniline